3-((benzyloxy)methyl)-5-((2s,3r,4s,5r)-3,4-dihydroxy-5-(hydroxymethyl)tetrahydrofuran-2-yl)-1-methylpyrimidine-2,4(1h,3h)-dione C(C1=CC=CC=C1)OCN1C(N(C=C(C1=O)[C@@H]1O[C@@H]([C@H]([C@H]1O)O)CO)C)=O